3,4-dimethyl-3,4-diphenyl-hexane CC(CC)(C(CC)(C1=CC=CC=C1)C)C1=CC=CC=C1